N-(2-ethylhexyl)-2-phenyl-3,5,7-tris-(tert-butylcarbonyloxy)-quinolin-4-one C(C)C(CN1C(=C(C(C2=C(C=C(C=C12)OC(=O)C(C)(C)C)OC(=O)C(C)(C)C)=O)OC(=O)C(C)(C)C)C1=CC=CC=C1)CCCC